(3-Trifluoromethylphenyl)diphenylsulfonium triflate [O-]S(=O)(=O)C(F)(F)F.FC(C=1C=C(C=CC1)[S+](C1=CC=CC=C1)C1=CC=CC=C1)(F)F